benzyl (2S,4R)-4-isopropoxypyrrolidine-2-carboxylate C(C)(C)O[C@@H]1C[C@H](NC1)C(=O)OCC1=CC=CC=C1